6-bromo-N-(1-methoxypropan-2-yl)-2-methylpyridin-3-amine BrC1=CC=C(C(=N1)C)NC(COC)C